2-chloro-5-(2-methoxy-4-(trifluoromethyl)phenyl)-1-methyl-1H-imidazo[4,5-b]pyridine ClC=1N(C=2C(=NC(=CC2)C2=C(C=C(C=C2)C(F)(F)F)OC)N1)C